C([C@@H]1[C@H]([C@@H]([C@H]([C@H](O1)OC2[C@@H]([C@H](C([C@H]([C@H]2O)O)O)O)O)N)O)O)O The molecule is a 2-deoxy-alpha-D-glucoside having an inosityl group attached at the 1-position. It derives from a myo-inositol. It is a conjugate base of a 1D-myo-inositol 2-ammonio-2-deoxy-alpha-D-glucopyranoside.